4-cyanohydroxyl-cinnamic acid C(#N)C1=CC=C(C=C(C(=O)O)O)C=C1